ClC=1C=C(C=CC1F)N(C(=O)[C@H]1NC[C@H](C1)C#N)C(C)C (2S,4S)-N-(3-chloro-4-fluorophenyl)-4-cyano-N-(propan-2-yl)pyrrolidine-2-carboxamide